C1(CCCC(CCCCC)O1)=O ε-decanolactone